5-(1,3-dioxolane-2-yl)-2-(4-fluoro-3-iodo-1H-pyrazol-1-yl)pyridine O1C(OCC1)C=1C=CC(=NC1)N1N=C(C(=C1)F)I